7-(3-methoxyphenyl)-8-(pyridin-4-yl)imidazo[1,2-c]pyrimidin-5-amine COC=1C=C(C=CC1)C1=C(C=2N(C(=N1)N)C=CN2)C2=CC=NC=C2